1-(4-(5-(6-chloro-2-cyclobutoxy-1-((2-(trimethylsilyl)ethoxy)methyl)-1H-benzo[d]imidazol-5-yl)-6-methoxypyridin-2-yl)piperazin-1-yl)ethan-1-one ClC=1C(=CC2=C(N(C(=N2)OC2CCC2)COCC[Si](C)(C)C)C1)C=1C=CC(=NC1OC)N1CCN(CC1)C(C)=O